ClC=1C=C2C(=CC1)NC(C21CCN(CC1)CCOC=1C=NC(=NC1)N1CC2(C1)CC(C2)(C)O)=O 5-chloro-1'-{2-[(2-{6-hydroxy-6-methyl-2-azaspiro[3.3]heptan-2-yl}pyrimidin-5-yl)oxy]ethyl}-1,2-dihydrospiro[indole-3,4'-piperidin]-2-one